ClC1=C(OC2=CC=NC3=CC(=C(C=C23)C(=O)O)OC)C=CC(=C1)NC(=O)C1(CC1)C(NC1=CC=C(C=C1)F)=O 4-[2-chloro-4-[[1-[(4-fluorophenyl)carbamoyl]cyclopropanecarbonyl]amino]phenoxy]-7-methoxyquinoline-6-carboxylic acid